FC(OC1(CCC1)C(=O)NNC(=O)[C@@H]1[C@H]2CC2C(CO1)NC(OC(C)(C)C)=O)(F)F |&1:14| tert-butyl ((2S,SR)-2-(2-(3-cis-(trifluoromethoxy)cyclobutanecarbonyl)hydrazinecarbonyl)-3-oxabicyclo[4.1.0]heptan-5-yl)carbamate